N-(5-((3-chloro-2-((diphenylmethylene)amino)pyridin-4-yl)oxy)pyridin-2-yl)-5-(4-fluorophenyl)-1-isopropyl-4-oxo-1,4-dihydropyridazine-3-carboxamide ClC=1C(=NC=CC1OC=1C=CC(=NC1)NC(=O)C1=NN(C=C(C1=O)C1=CC=C(C=C1)F)C(C)C)N=C(C1=CC=CC=C1)C1=CC=CC=C1